5-((S)-(2-(1H-indol-3-yl)-1-aminoethyl)-3-adamantylmethyl)-1,2,4-oxadiazole N1C=C(C2=CC=CC=C12)CC(N)[C@@H](C1=NC=NO1)C12CC3CC(CC(C1)C3)C2